N[C@@H]1C2=CC(=CC=C2CC12CCN(CC2)C2=NC(=C(N=C2)SC2=C(C(=NC=C2)N)Cl)N)NC(C)=O (S)-N-(1-amino-1'-(6-amino-5-((2-amino-3-chloropyridin-4-yl)thio)pyrazin-2-yl)-1,3-dihydrospiro[indene-2,4'-piperidin]-6-yl)acetamide